COC1=NN(C=C1N1C(SC=C1)C=1C=NNC1)C N-(3-methoxy-1-methyl-1H-pyrazol-4-yl)-2-(1H-pyrazol-4-yl)-1,3-thiazole